FC1=C(CN2N=CC(=C2)C2=NC=CC(=N2)N)C=CC=C1 2-(1-(2-fluorobenzyl)-1H-pyrazol-4-yl)pyrimidin-4-amine